C(CCCCC)(=O)OC(C\C=C\CC)=O trans-3-hexenoyl hexanoate